COC=1C=C(C=CC1OC)C1=CN=CC(=N1)NC1CCC(CC1)N N1-(6-(3,4-dimethoxyphenyl)pyrazin-2-yl)cyclohexane-1,4-diamine